2-Ethyl-5-methyl-1,3-dioxan C(C)C1OCC(CO1)C